5-(7-(ethyl-(methyl)amino)-6-fluoro-5-(methylthio)-1H-indazol-4-yl)thiazole C(C)N(C=1C(=C(C(=C2C=NNC12)C1=CN=CS1)SC)F)C